C1OC=2C=C(C=CC2O1)C=C(C)[N+](=O)[O-] 1-(3,4-methylenedioxyphenyl)-2-nitropropene